5-[4-[(3S)-1-(1,1-dideuterio-3-fluoro-propyl)pyrrolidin-3-yl]oxyphenyl]-6-(2-fluoro-4-methyl-phenyl)-8,9-dihydro-7H-benzo[7]annulen-2-ol [2H]C(CCF)([2H])N1C[C@H](CC1)OC1=CC=C(C=C1)C1=C(CCCC2=C1C=CC(=C2)O)C2=C(C=C(C=C2)C)F